methyl o-bromophthalate BrC1(C(C(=O)OC)C=CC=C1)C(=O)[O-]